N-(5-(1-ethyl-1H-pyrazol-3-yl)-4-((6-(methylsulfonyl)pyridin-2-yl)amino)pyridin-2-yl)acetamide C(C)N1N=C(C=C1)C=1C(=CC(=NC1)NC(C)=O)NC1=NC(=CC=C1)S(=O)(=O)C